6aH-cyclopent[d]isoxazole-6a-carboxylate O1N=CC=2C1(C=CC2)C(=O)[O-]